1-(3,4-dichlorophenyl)-4-oxo-cyclohexanecarboxylic acid ClC=1C=C(C=CC1Cl)C1(CCC(CC1)=O)C(=O)O